CC=1C(=NC(=C(N1)C=C)C)OC1CC2N(C=3C(=NN=C(C3)C3=C(C(=CC=C3)F)OC)NC2)C1 8-((3,6-dimethyl-5-vinylpyrazin-2-yl)oxy)-2-(3-fluoro-2-methoxyphenyl)-5,6,6a,7,8,9-hexahydropyrrolo[1',2':4,5]pyrazino[2,3-c]pyridazine